FC1=C(C(=CC=C1)F)N1N=CC=2C1=NC(=NC2NC=2N=CN(C2)C2=CC(=C(C(=C2)OC)OC)OC)C(=C)C 1-(2,6-difluorophenyl)-6-(prop-1-en-2-yl)-N-(1-(3,4,5-trimethoxyphenyl)-1H-imidazol-4-yl)-1H-pyrazolo[3,4-d]Pyrimidin-4-amine